C(=O)(O)CC=1C(=C(C=C(C1)O)C1=NC(NC(=N1)C1=CC(=CC(=C1)O)O)=O)O 4-(3-Carboxymethyl-2,5-dihydroxyphenyl)-6-(3,5-dihydroxyphenyl)-1,3,5-triazin-2-one